CN(C1=C(C#N)C=CC=C1C=1C=NC=CC1)CCCC1=NN=CN1C 2-(Methyl(3-(4-methyl-4H-1,2,4-triazol-3-yl)propyl)amino)-3-(pyridin-3-yl)benzonitrile